P(=O)([O-])([O-])[O-].[Na+].[Na+].[Na+] sodium mono-phosphate